COC=1C=C(CC2=CN=C(O2)N[C@@H](CC2=CC=C(C=C2)NS(=O)(=O)O)C=2N=C(SC2)C)C=CC1 (S)-4-(2-(5-(3-methoxybenzyl)oxazol-2-ylamino)-2-(2-methylthiazol-4-yl)ethyl)-phenylaminosulfonic acid